2,4,6-trinitrobenzenesulfonic acid methyl-3-chloro-5-fluoro-4-methoxybenzoate COC(C1=CC(=C(C(=C1)F)OC)Cl)=O.[N+](=O)([O-])C1=C(C(=CC(=C1)[N+](=O)[O-])[N+](=O)[O-])S(=O)(=O)O